4-((4-(Tert-butyl)phenyl)amino)cyclohexane-1-carboxamide C(C)(C)(C)C1=CC=C(C=C1)NC1CCC(CC1)C(=O)N